2,3-dichloro-N-(2,3-dichlorobenzyl)maleimide ClC=1C(=O)N(C(C1Cl)=O)CC1=C(C(=CC=C1)Cl)Cl